(1S,2R)-2-[(6-{[(1S,2R)-1-Ammonio-2,3-dihydro-1H-inden-2-yl]oxy}hexyl)oxy]-2,3-dihydro-1H-inden [NH3+][C@@H]1[C@@H](CC2=CC=CC=C12)OCCCCCCOC1CC2=CC=CC=C2C1